5-bromo-2-fluoro-3-methoxy-benzoic acid BrC=1C=C(C(=C(C(=O)O)C1)F)OC